6-(4-Cyclopropyl-1H-imidazol-1-yl)-3,5-dimethylisoindolin-1-one C1(CC1)C=1N=CN(C1)C1=C(C=C2C(NC(C2=C1)=O)C)C